ON1C(C2=CC=C(C=C2C1=O)C)=O 2-hydroxy-5-methylisoindoline-1,3-dione